1H-pyrrolo[3,2-C]pyridin-2-ylmethylamine, dihydrochloride Cl.Cl.N1C(=CC=2C=NC=CC21)CN